C(C)C=1C(=CC=C2C=C(C=C(C12)C1=C(C=2N=C(N=C(C2C=N1)N1CCOCC2(CCO2)C1)OCC1(CC1)C=O)F)OCOC)F 1-(((7-(8-ethyl-7-fluoro-3-(methoxymethoxy)naphthalen-1-yl)-8-fluoro-4-(1,6-dioxa-9-azaspiro[3.6]decan-9-yl)pyrido[4,3-d]pyrimidin-2-yl)oxy)methyl)cyclopropane-1-carbaldehyde